P(OC1=CC=C(C=C1)[N+](=O)[O-])(OC1=CC=C(C=C1)[N+](=O)[O-])(=O)N=[N+]=[N-] Bis(4-nitrophenyl) phosphorazidate